CC(C)CCC[C@@H](C)[C@H]1CC[C@H]2[C@@H]3CC=C4C[C@@H](O)CC[C@]4(C)[C@H]3CC[C@]12C (R)-cholesterol